COC1=CC(=C(C=C1NC1=NC=NC(=C1)N1OCC[C@@H]1C1=CC=CC2=CC=CC=C12)NC(C=C)=O)N1CCC(CC1)N1CCN(CC1)C N-(4-methoxy-2-(4-(4-methylpiperazine-1-yl)piperidine-1-yl)-5-((6-((R)-3-(naphthalene-1-yl)isoxazolidine-2-yl)pyrimidine-4-yl)amino)phenyl)acrylamide